BrC1=CC=C(O1)C1=C(N=C2N1CCN(C2)C(C2=C(C=CC(=C2)CC2=NNC(C1=CC=CC=C21)=O)F)=O)C#N 3-(5-bromofuran-2-yl)-7-(2-fluoro-5-((4-oxo-3,4-dihydro-phthalazin-1-yl)methyl)benzoyl)-5,6,7,8-tetrahydroimidazo[1,2-a]pyrazine-2-carbonitrile